2-[1-(oxan-2-yl)-1H-pyrazol-5-yl]cyclopropane O1C(CCCC1)N1N=CC=C1C1CC1